CCC(C)(C)OC(N(C(=O)OC(C)(C)C)C1CCCC2=CC=CC(=C12)Br)=O methyl-tert-butyl-(8-bromo-1,2,3,4-tetrahydronaphthalen-1-yl)(tert-butoxycarbonyl)carbamic acid